FC1=C(C=CC(=C1)F)C1=C(C=C2C(=NC(N3C2=C1SCC3)=O)N3[C@H](CN(CC3)C(=O)OC(C)(C)C)C)C tert-butyl (3S)-4-(10-(2,4-difluorophenyl)-9-methyl-5-oxo-2,3-dihydro-5H-[1,4]thiazino[2,3,4-ij]quinazolin-7-yl)-3-methylpiperazine-1-carboxylate